((S)-4-(4-amino-6-(6-(3-methoxyprop-1-yn-1-yl)-4-methylpyridin-3-yl)-7-methyl-7H-pyrrolo[2,3-d]pyrimidin-5-yl)cyclohex-3-en-1-yl)((R)-2-methylpyrrolidin-1-yl)methanone NC=1C2=C(N=CN1)N(C(=C2C2=CC[C@H](CC2)C(=O)N2[C@@H](CCC2)C)C=2C=NC(=CC2C)C#CCOC)C